ClC=1OC2=C(C1B1OC(C(O1)(C)C)(C)C)C=CC=C2 2-(2-chlorobenzofuran-3-yl)-4,4,5,5-tetramethyl-1,3,2-dioxaborolane